Methyl-(R)-2-(1-(2-ethyl-6-(5-(((4-(hydroxymethyl)pyrimidin-2-yl)oxy)methyl)-1-methyl-1H-1,2,3-triazol-4-yl)pyridin-3-yl)piperidin-3-yl)acetate COC(C[C@@H]1CN(CCC1)C=1C(=NC(=CC1)C=1N=NN(C1COC1=NC=CC(=N1)CO)C)CC)=O